FC1=C(C(=CC=C1)F)N1N=CC2=C1C1=C(N=CN2)C=C(C=C1)C(=O)NC1CCOCC1 (2,6-difluorophenyl)-N-(tetrahydro-2H-pyran-4-yl)-1,4-dihydrobenzo[d]pyrazolo[3,4-f][1,3]diazepine-8-carboxamide